1,1'-(4-(benzo[b]thiophen-3-yl)-2-benzyl-6-methyl-1,4-dihydropyridin-3,5-diyl)bis(ethan-1-one) S1C2=C(C(=C1)C1C(=C(NC(=C1C(C)=O)C)CC1=CC=CC=C1)C(C)=O)C=CC=C2